(S)-2-((4-(3-((4-cyano-2-fluorobenzyl)oxy)-4-cyclopropyl-1H-pyrazol-1-yl)piperidin-1-yl)methyl)-1-(oxetan-2-ylmethyl)-1H-benzo[d]imidazole-6-carboxylic acid C(#N)C1=CC(=C(COC2=NN(C=C2C2CC2)C2CCN(CC2)CC2=NC3=C(N2C[C@H]2OCC2)C=C(C=C3)C(=O)O)C=C1)F